CCCC(=O)OC[C@H](COP(=O)(O)OC1[C@@H]([C@H](C([C@H]([C@H]1O)O)O)O)O)OC(=O)CCC The molecule is a 1-phosphatidyl-1D-myo-inositol in which the two phosphatidyl acyl groups are specified as butanoyl. It is a 1-phosphatidyl-1D-myo-inositol and a butyrate ester. It derives from a butyric acid. It is a conjugate acid of a 1,2-dibutyryl-sn-glycero-3-phospho-(1'D-myo-inositol)(1-).